N,N-Didecyl-N,N-dimethyl-ammonium Bicarbonate C([O-])(O)=O.C(CCCCCCCCC)[N+](C)(C)CCCCCCCCCC